N-(6-((3-(2-oxoindolin-5-yl)pyridin-2-yl)amino)spiro[3.3]heptan-2-yl)acetamide O=C1NC2=CC=C(C=C2C1)C=1C(=NC=CC1)NC1CC2(CC(C2)NC(C)=O)C1